(S)-1-(2-chlorophenyl)-2-oxocyclohexylmethylcarbamic acid 3-aminopropyl ester NCCCOC(NC[C@@]1(C(CCCC1)=O)C1=C(C=CC=C1)Cl)=O